glyceryl succinate stearate C(CCCCCCCCCCCCCCCCC)(=O)O.C(CCC(=O)O)(=O)OCC(O)CO